CC=1N=CSC1C1=CC=C(N1)C(=O)O 5-(4-methylthiazol-5-yl)-1H-pyrrole-2-carboxylic acid